COC=1C=C(C=CC1)C1=NN2C(=NC=3C(=CC=CC3C2=N1)C)N[C@H]1C(NCCCC1)=O (3R)-3-{[2-(3-methoxyphenyl)-7-methyl-[1,2,4]triazolo[1,5-c]quinazolin-5-yl]amino}azepan-2-one